NC1=CC=C(C=C1)SC1=C(C=C(N)C=C1)CCC 4-((4-aminophenyl)thio)-3-propylaniline